2-hexyldecylamine C(CCCCC)C(CN)CCCCCCCC